C(C)(C)(C)C=1C=C(C=CC1)[C@H](C)NC(=O)C1=CC=C2C(=C(N(C2=C1)CC1CCC1)C)CC=1C=C(OC(C(=O)O)(C)C)C=CC1 (S)-2-(3-((6-((1-(3-(tert-butyl)phenyl)ethyl)carbamoyl)-1-(cyclobutylmethyl)-2-methyl-1H-indol-3-yl)methyl)phenoxy)-2-methylpropanoic acid